5-chloro-7-(3-methylbutan-2-yl)-2-(oxan-4-ylamino)pyrrolo[2,1-f][1,2,4]triazine-6-carbonitrile ClC=1C(=C(N2N=C(N=CC21)NC2CCOCC2)C(C)C(C)C)C#N